O=C1OCC2=CC(=CC=C12)O[C@H]1[C@@H](CC1)NC(OC(C)(C)C)=O |r| Racemic-tert-butyl (trans-2-((1-oxo-1,3-dihydroisobenzofuran-5-yl)oxy)cyclobutyl)carbamate